C1=CC=CC=2C3=CC=CC=C3C(C12)COC(=O)N[C@@H](C(=O)O)CC1=CC=C(C=C1)OCCNC(=O)OC(C)(C)C (R)-2-((((9H-fluoren-9-yl)methoxy)carbonyl)amino)-3-(4-(2-((tert-butoxycarbonyl)amino)ethoxy)phenyl)propanoic acid